1-ADAMANTANECARBOXYLIC ACID C12(CC3CC(CC(C1)C3)C2)C(=O)O